2'-chloro-N-(6-(1,4-dimethyl-1H-pyrazol-5-yl)-4-oxo-4,5-dihydrothiazolo[4,5-c]pyridin-2-yl)-5'-methylOxy-6-methyl-[4,4'-bipyridine]-3-carboxamide ClC1=NC=C(C(=C1)C1=C(C=NC(=C1)C)C(=O)NC=1SC2=C(C(NC(=C2)C2=C(C=NN2C)C)=O)N1)OC